((S)-1-(((S)-4-(cyclopropylamino)-3,4-dioxo-1-((S)-2-oxopyrrolidin-3-yl)butan-2-yl)amino)-1-oxo-3-phenylpropane-2-yl)carbamic acid C1(CC1)NC(C([C@H](C[C@H]1C(NCC1)=O)NC([C@H](CC1=CC=CC=C1)NC(O)=O)=O)=O)=O